2,6-dimethyl-6-heptenyl-lithium CC(C[Li])CCCC(=C)C